ClCC1=CC=CC2=CC=CC=C12 1-(chloromethyl)naphthalene